S1C=CC2=C1CCC(C2)N 4,5,6,7-tetrahydrobenzothiophen-5-amine